(5-(5-methylpyrazin-2-yl)-4,5-dihydro-1H-pyrazol-1-yl)(1-(pyridin-2-yl)piperidin-4-yl)methanone CC=1N=CC(=NC1)C1CC=NN1C(=O)C1CCN(CC1)C1=NC=CC=C1